C1(CCC1)N1N=CC(=C1)C1=C(C(=O)O)C=C(C=C1C)NC(=O)C1(CC1)C1=C(C=C(C=C1)OC(F)(F)F)F 2-(1-Cyclobutyl-1H-pyrazol-4-yl)-5-[({1-[2-fluoro-4-(trifluoromethoxy)phenyl]cyclopropyl}carbonyl)amino]-3-methylbenzoic acid